N,N-dimethyl-4-(7-((3-(2-oxo-1-oxa-8-azaspiro[4.5]decan-8-yl)propyl)amino)thieno[3,2-b]pyridin-5-yl)benzamide CN(C(C1=CC=C(C=C1)C1=CC(=C2C(=N1)C=CS2)NCCCN2CCC1(CCC(O1)=O)CC2)=O)C